N1C[C@@H](CCC1)C(=O)N (R)-piperidin-3-ylcarboxamide